2-(2,3-difluoro-4-(pyrrolidin-2-yl)phenyl)-N-(3-(4-fluoropiperidin-1-yl)propyl)-6-methoxybenzo[d]imidazo[2,1-b]thiazole-7-carboxamide dihydrochloride Cl.Cl.FC1=C(C=CC(=C1F)C1NCCC1)C=1N=C2SC3=C(N2C1)C=C(C(=C3)C(=O)NCCCN3CCC(CC3)F)OC